β-methacryloyloxyethyltrimethylammonium methyl-sulfate (S)-tert-Butyl-4-(6-(5-Chloro-2-methoxypyridin-3-ylamino)pyridin-3-yl)-3-methylpiperazine-1-carboxylate C(C)(C)(C)OC(=O)N1C[C@@H](N(CC1)C=1C=NC(=CC1)NC=1C(=NC=C(C1)Cl)OC)C.COS(=O)(=O)[O-].C(C(=C)C)(=O)OCC[N+](C)(C)C